(1S,2S)-2-((5-(2-aminopyrazolo[1,5-a]pyridin-5-yl)pyrimidin-2-yl)methoxy)cyclopentane-1-ol NC1=NN2C(C=C(C=C2)C=2C=NC(=NC2)CO[C@@H]2[C@H](CCC2)O)=C1